(2S,4R)-1-[(2S)-2-(4-cyclopropyltriazol-1-yl)-3,3-dimethyl-butanoyl]-4-hydroxy-N-[2-(2-methyloxazol-5-yl)ethyl]pyrrolidine-2-carboxamide C1(CC1)C=1N=NN(C1)[C@H](C(=O)N1[C@@H](C[C@H](C1)O)C(=O)NCCC1=CN=C(O1)C)C(C)(C)C